ClC=1C(=CC=C2N=CC(=NC12)N1CCOCC1)B1OC(C(O1)(C)C)(C)C 4-(8-chloro-7-(4,4,5,5-tetramethyl-1,3,2-dioxaborolan-2-yl)quinoxalin-2-yl)morpholine